ethyl 5-(bis(4-methoxybenzyl)amino)thiazole-4-carboxylate COC1=CC=C(CN(C2=C(N=CS2)C(=O)OCC)CC2=CC=C(C=C2)OC)C=C1